tert-butyl 3-[6-(1-methylpyrazol-4-yl)pyrazolo[1,5-a]pyrazin-4-yl]-8-azabicyclo[3.2.1]oct-2-ene-8-carboxylate CN1N=CC(=C1)C=1N=C(C=2N(C1)N=CC2)C2=CC1CCC(C2)N1C(=O)OC(C)(C)C